CN(CCCC(=O)N(CCCCCOC1OCCCC1)C(CCCCC=CC(=O)OC)CCCCCCCCCC)C methyl 8-[4-(dimethylamino)-N-[5-(oxan-2-yloxy)pentyl]-butanamido]octadecenoate